Benzyl (R)-((2,2-difluoro-1-(hydroxymethyl)cyclopropyl)methyl)(methyl)carbamate FC1([C@@](C1)(CO)CN(C(OCC1=CC=CC=C1)=O)C)F